OC(C(=O)OCCCCCCCOC(CCCCCCC(C)C)=O)CCC(=O)OCCCCCCCOC(CCCCCCC(C)C)=O bis(7-((8-methylnonanoyl)oxy)heptyl) 2-hydroxypentanedioate